2-(6-amino-5-(8-(2-((R)-3-aminobut-1-yn-1-yl)pyridin-4-yl)-3,8-diazabicyclo[3.2.1]octan-3-yl)pyridazin-3-yl)phenol NC1=C(C=C(N=N1)C1=C(C=CC=C1)O)N1CC2CCC(C1)N2C2=CC(=NC=C2)C#C[C@@H](C)N